tert-butyl (2-aminopyridin-4-yl)((6-cyclopropylimidazo[1,2-a]pyridin-2-yl)methyl)carbamate NC1=NC=CC(=C1)N(C(OC(C)(C)C)=O)CC=1N=C2N(C=C(C=C2)C2CC2)C1